N'-{5-[1-(4-ethylphenyl)-1H-pyrazol-4-yl]-1H-indol-3-yl}-N-[(1r,3r)-3-methoxycyclobutyl]ethanediamide C(C)C1=CC=C(C=C1)N1N=CC(=C1)C=1C=C2C(=CNC2=CC1)NC(C(=O)NC1CC(C1)OC)=O